deoxyguanosine monophosphate disodium salt [Na+].[Na+].P(=O)([O-])([O-])OC[C@@H]1[C@H](C[C@@H](O1)N1C=NC=2C(=O)NC(N)=NC12)O